2-[[1,3-dihydroxy-2-(hydroxymethyl)-prop-2-yl]amino]ethanesulfonic acid OCC(CO)(CO)NCCS(=O)(=O)O